N-[(1S)-1-[[1-[(1SR)-1-(3-chloro-6-oxo-1H-pyridazin-5-yl)-3,3-difluoro-propyl]pyrazol-4-yl]carbamoyl]-2,2-dicyclopropyl-ethyl]-2-isopropyl-pyrazole-3-carboxamide ClC1=NNC(C(=C1)[C@H](CC(F)F)N1N=CC(=C1)NC(=O)[C@H](C(C1CC1)C1CC1)NC(=O)C=1N(N=CC1)C(C)C)=O |&1:7|